C1(CCCCC1)C[C@H](C(=O)N[C@H](C[C@@H]1C(NCC1)=O)C(C(=O)NC)=O)NC(=O)C1(C2=CC=CC=C2C=2C=CC=CC12)O N-((R)-3-cyclohexyl-1-(((R)-4-(methylamino)-3,4-dioxo-1-((R)-2-oxopyrrolidin-3-yl)butan-2-yl)amino)-1-oxopropan-2-yl)-9-hydroxy-9H-fluorene-9-carboxamide